2-((3R,4R)-4-(((6-(ethyl(2-fluoro-4-(trifluoromethyl)benzyl)amino)-5-fluoropyrimidin-4-yl)amino)methyl)-3,4-dihydroxypiperidin-1-yl)acetamide C(C)N(C1=C(C(=NC=N1)NC[C@]1([C@@H](CN(CC1)CC(=O)N)O)O)F)CC1=C(C=C(C=C1)C(F)(F)F)F